phenyl-methyl-silanolate C1(=CC=CC=C1)[SiH]([O-])C